(E)-vinyl-phosphonate C(=C)P([O-])([O-])=O